5-cyanothiazol-2-yl-acetamide C(#N)C1=CN=C(S1)CC(=O)N